bromo-2,6-dimethyl-1,1'-biphenyl BrC=1C(=C(C(=CC1)C)C1=CC=CC=C1)C